(pyrrolidin-1-yl)-2-(tetrahydro-2H-pyran-2-yl)pyridazin-3(2H)-one N1(CCCC1)C=1C(N(N=CC1)C1OCCCC1)=O